10-(2-((1R,4R)-2,5-diazabicyclo[2.2.1]heptan-2-yl)ethyl)-3,7-bis-(1H-pyrazolo[3,4-c]pyridin-4-yl)-10H-phenothiazine [C@H]12N(C[C@H](NC1)C2)CCN2C1=CC=C(C=C1SC=1C=C(C=CC21)C2=C1C(=CN=C2)NN=C1)C1=C2C(=CN=C1)NN=C2